NC1=C2N=CN(C2=NC=N1)CC1=CC=NC(=C1)C1=CC(=CC=C1)F 4-((6-amino-9H-purin-9-yl)methyl)-6-(3-fluorophenyl)pyridin